furo[2,3-c]pyridin-7-amine O1C=CC=2C1=C(N=CC2)N